N-(2-(1H-indol-3-yl)ethyl)-1-(4-methylbenzyl)-1H-indazole-3-carboxamide N1C=C(C2=CC=CC=C12)CCNC(=O)C1=NN(C2=CC=CC=C12)CC1=CC=C(C=C1)C